C(C)OC(CCCCCCCN1C(OC2=C(C1=O)C=CC=C2)=O)=O 8-(2,4-dioxo-1,3-benzoxazin-3-yl)octanoic acid ethyl ester